6-(5-(2-bromo-4-fluorophenoxy)pyrimidin-4-yl)-2,6-diazaspiro[3.3]heptane-2-carboxylic acid tert-butyl ester C(C)(C)(C)OC(=O)N1CC2(C1)CN(C2)C2=NC=NC=C2OC2=C(C=C(C=C2)F)Br